COC1=CC=C(CN2N=C(C=3C2=NC(=CC3B3OC(C(O3)(C)C)(C)C)C)C)C=C1 1-(4-Methoxybenzyl)-3,6-dimethyl-4-(4,4,5,5-tetramethyl-1,3,2-dioxaborolan-2-yl)-1H-pyrazolo[3,4-b]pyridine